7-methyl-1,5,7-triazabicyclo[4.4.0]decane CN1C2NCCCN2CCC1